3-(5-((7-(2-(5-((4-([1,1'-biphenyl]-3-yl)-5-chloropyrimidin-2-yl)amino)pyridin-3-yl)-1-oxo-2,8-diazaspiro[4.5]decan-8-yl)-7-oxoheptyl)oxy)-1-oxoisoindolin-2-yl)piperidine-2,6-dione C1(=CC(=CC=C1)C1=NC(=NC=C1Cl)NC=1C=C(C=NC1)N1C(C2(CC1)CCN(CC2)C(CCCCCCOC=2C=C1CN(C(C1=CC2)=O)C2C(NC(CC2)=O)=O)=O)=O)C2=CC=CC=C2